tert-butyl 1-{bicyclo[1.1.1]pentan-1-yl}-2-{5-methoxy-1-methyl-4-[(1,2-oxazol-4-yl)carbamoyl]-6-oxo-1,6-dihydropyrimidin-2-yl}-1H-1,3-benzodiazole-6-carboxylate C12(CC(C1)C2)N2C(=NC1=C2C=C(C=C1)C(=O)OC(C)(C)C)C=1N(C(C(=C(N1)C(NC=1C=NOC1)=O)OC)=O)C